2-bromo-4,5-difluoro-3-hydroxybenzonitrile BrC1=C(C#N)C=C(C(=C1O)F)F